C(#N)C1=CC=C(OC[C@](C(=O)NC2=CC(=C(C=C2)C#N)Cl)(C)O)C=C1 (S)-3-(4-cyanophenoxy)-N-(3-(chloro)-4-cyanophenyl)-2-hydroxy-2-methylpropanamide